N-((7-(1-(4-Chlorobenzyl)piperidin-3-yl)-2-methylpyrazolo[1,5-a]pyrimidin-3-yl)methyl)-2-phenylethan-1-amine ClC1=CC=C(CN2CC(CCC2)C2=CC=NC=3N2N=C(C3CNCCC3=CC=CC=C3)C)C=C1